(S)-N-(2-hydroxy-3-phenylpropyl)-N-methyl-5-((2-methyl-2H-1,2,3-triazol-4-yl)ethynyl)nicotinamide O[C@H](CN(C(C1=CN=CC(=C1)C#CC1=NN(N=C1)C)=O)C)CC1=CC=CC=C1